C(C1=CC=CC=C1)ONC=O N-(benzyloxy)formamide